COB1OC(C2=C1C=CC(=C2)NC2=NC=C(C(=C2)N[C@H](CO)C2=CC=CC=C2)C2=NC(=NO2)C2=NC=CC=C2)(C)C (S)-2-((2-((1-methoxy-3,3-dimethyl-1,3-dihydrobenzo[c][1,2]oxaborol-5-yl)amino)-5-(3-(pyridin-2-yl)-1,2,4-oxadiazol-5-yl)pyridin-4-yl)amino)-2-phenylethan-1-ol